dimethylaminopropylmethacrylamide sulfate salt S(=O)(=O)(O)O.CN(C)CCCC=C(C(=O)N)C